8-(2,5-difluorophenyl)-1,4-dioxaspiro[4.5]decane FC1=C(C=C(C=C1)F)C1CCC2(OCCO2)CC1